CCCCCCCCCCCCCCCCOC[C@H](COP(=O)(O)OC[C@H](CO)O)OC(=O)CCC/C=C\C/C=C\C/C=C\C/C=C\C/C=C\CC 1-hexadecyl-2-(5Z,8Z,11Z,14Z,17Z-eicosapentaenoyl)-glycero-3-phospho-(1'-sn-glycerol)